F[C@H]1CN(CC[C@H]1NC1=CC=CC=2N1N=C(C2C#CC)C#CCNC2=C(C=C(C(=O)NC)C=C2)OC)C 4-((3-(7-(((3S,4R)-3-fluoro-1-methylpiperidin-4-yl)amino)-3-(prop-1-yn-1-yl)pyrazolo[1,5-a]pyridin-2-yl)prop-2-yn-1-yl)amino)-3-methoxy-N-methylbenzamide